5-[(7-methyl-6-oxo-purin-1-yl)methyl]-3-[(1R,3R)-3-(4-chlorophenyl)cyclopentyl]-1,3,4-oxadiazol-2-one CN1C=NC=2N=CN(C(C12)=O)CC1=NN(C(O1)=O)[C@H]1C[C@@H](CC1)C1=CC=C(C=C1)Cl